FC1=CC=C(C=C1)NC(=O)C=1C2=C(SC1NC(C(F)(F)F)=O)CCCCC2 2-(2,2,2-Trifluoro-acetylamino)-5,6,7,8-tetrahydro-4H-cyclohepta[b]thiophene-3-carboxylic acid (4-fluoro-phenyl)amide